[(3S)-1-(2-methoxyethyl)-5-oxo-pyrrolidin-3-yl](4-nitrophenyl) carbonate C(OC1=C(C=C(C=C1)[N+](=O)[O-])[C@H]1CN(C(C1)=O)CCOC)([O-])=O